C(C=C)C1=C(C(=C(C=C1)C1=C(C=CC=C1)O)O)CC=C diallyl-2,2'-dihydroxybiphenyl